NC=1C=C(C=C(C1)C(F)(F)F)[C@@H](C)NC=1C2=C(C(NN1)=O)C=NC(=C2)N2CCC(CC2)N(C)C (R)-1-((1-(3-amino-5-(trifluoromethyl)phenyl)ethyl)amino)-7-(4-(dimethylamino)piperidine-1-yl)pyrido[3,4-d]pyridazin-4(3H)-one